(4-(4-Benzylpiperidin-1-yl)-6-fluoroquinolin-3-yl)(4-(cyclopropanecarbonyl)piperazin-1-yl)methanone C(C1=CC=CC=C1)C1CCN(CC1)C1=C(C=NC2=CC=C(C=C12)F)C(=O)N1CCN(CC1)C(=O)C1CC1